CC1([C@H]2CN([C@@H]([C@@H]12)C(NNC[C@H]1C(NCC1)=O)=O)C(=O)[C@H]([C@@H](CC)C)NC(=O)C1CC1)C N-[(1S,2R)-1-[(1R,2S,5S)-6,6-dimethyl-2-[[[(3S)-2-oxopyrrolidin-3-yl]methylamino]carbamoyl]-3-azabicyclo[3.1.0]hexane-3-carbonyl]-2-methyl-butyl]cyclopropanecarboxamide